(S)-3-(6-(3-Benzyl-4-(methylsulfonyl)piperazin-1-yl)-1-methyl-1H-pyrazolo[4,3-c]pyridin-3-yl)-2,6-difluoro-5-(trifluoromethyl)phenol C(C1=CC=CC=C1)[C@H]1CN(CCN1S(=O)(=O)C)C1=CC2=C(C=N1)C(=NN2C)C=2C(=C(C(=C(C2)C(F)(F)F)F)O)F